C(CCCCCC)OC(CCCCCN(CCC1CN(CCC1)C(=O)OC(C)(C)C)CCCCCCCCCCCCCC)=O tert-Butyl 3-(2-((6-(heptyloxy)-6-oxohexyl)(tetradecyl)amino)ethyl)piperidine-1-carboxylate